(1R,5S,6R)-3-(8-(1-((2-(tert-butoxycarbonyl)phenyl)amino)ethyl)-3,6-dimethyl-4-oxo-3,4-dihydroquinazolin-2-yl)-3-azabicyclo[3.1.0]hexane-6-carboxylic acid C(C)(C)(C)OC(=O)C1=C(C=CC=C1)NC(C)C=1C=C(C=C2C(N(C(=NC12)N1C[C@H]2C([C@H]2C1)C(=O)O)C)=O)C